NC=1C(=C(C=CC1)NC(C1=C(C=C(C(=C1)F)N1N=C(N(C1=O)C)CC)O[C@@H](C)CCC)=O)C N-(3-amino-2-methylphenyl)-4-(3-ethyl-4-methyl-5-oxo-4,5-dihydro-1H-1,2,4-triazol-1-yl)-5-fluoro-2-[(2S)-pentan-2-yloxy]benzamide